ClC1=CC(=C2C(C(=CN(C2=N1)C1=NC(=NS1)N1N=CN=C1)C(=O)OCC)=O)C ethyl 7-chloro-5-methyl-4-oxo-1-[3-(1H-1,2,4-triazol-1-yl)-1,2,4-thiadiazol-5-yl]-1,4-dihydro-1,8-naphthyridine-3-carboxylate